3-(6-chloro-1-(2-(1,1-difluoroethyl)-6-ethylpyrimidin-4-yl)-1H-pyrazolo[4,3-c]pyridin-3-yl)-6-methyl-3,6-diazabicyclo[3.1.1]heptane ClC1=CC2=C(C=N1)C(=NN2C2=NC(=NC(=C2)CC)C(C)(F)F)N2CC1N(C(C2)C1)C